ClC=1C=NN(C1CC1N(C(C2=CC=CC=C12)=O)C(C1CC2(C1)OC(NC2)=O)([2H])[2H])C 2-((1-((4-chloro-1-methyl-1H-pyrazol-5-yl)methyl)-3-oxoisoindolin-2-yl)methyl-d2)-5-oxa-7-azaspiro[3.4]octan-6-one